4-Bromo-6-(tert-butyl)-5-methoxy-2-methyl-2,3-dihydro-1H-inden-1-one BrC1=C2CC(C(C2=CC(=C1OC)C(C)(C)C)=O)C